ClC=1C(=CC(=NC1)F)I 5-chloro-2-fluoro-4-iodopyridine